dimethyl-(2-methacryloyloxyethyl)(2-phosphonoethyl)ammonium Ethyl-{[5-(4-methoxyphenyl)-1-phenyl-1H-pyrazol-3-yl]oxy}acetate C(C)OC(COC1=NN(C(=C1)C1=CC=C(C=C1)OC)C1=CC=CC=C1)=O.C[N+](CCP(=O)(O)O)(CCOC(C(=C)C)=O)C